tri-methylolpropane Methyl-(E)-3-(4-((2-(5-fluoro-2-methylbenzoyl)-6-hydroxybenzo[b]thiophen-3-yl)oxy)phenyl)acrylate COC(\C=C\C1=CC=C(C=C1)OC=1C2=C(SC1C(C1=C(C=CC(=C1)F)C)=O)C=C(C=C2)O)=O.C(O)C(CC)(CO)CO